tert-butyl (3R,4S)-4-((5-chloro-4-methoxypyrrolo[2,1-f][1,2,4]triazin-2-yl)amino)-3-fluoropiperidine-1-carboxylate ClC=1C=CN2N=C(N=C(C21)OC)N[C@@H]2[C@@H](CN(CC2)C(=O)OC(C)(C)C)F